6-(2-amino-6-fluoro-5-(4-(hexahydropyrrolo[1,2-a]pyrazin-2(1H)-yl)phenyl)pyridin-3-yl)-3,4-dihydroisoquinolin-1(2H)-one NC1=NC(=C(C=C1C=1C=C2CCNC(C2=CC1)=O)C1=CC=C(C=C1)N1CC2N(CC1)CCC2)F